(2R,3S,4R,5R)-5-(4-((S)-2-amino-3-methylbutanamido)pyrrolo[2,1-f][1,2,4]triazin-7-yl)-5-cyano-4-hydroxy-2-(hydroxymethyl)tetrahydrofuran-3-yl 3-methylbutanoate CC(CC(=O)O[C@@H]1[C@H](O[C@@]([C@@H]1O)(C#N)C1=CC=C2C(=NC=NN21)NC([C@H](C(C)C)N)=O)CO)C